N,N-dimethyl-β-phenylethylamine CN(C)CCC1=CC=CC=C1